C12CCC(CC1)N2CC=2C=C(C(=C(C2)B(O)O)OC)F (5-(7-azabicyclo[2.2.1]heptan-7-ylmethyl)-3-fluoro-2-methoxyphenyl)boronic acid